C1NCC12COC(OC2)CCN(C2=CC=C(C#N)C=C2)CC2=CC(=C(C=C2)OC)F 4-((2-(6,8-dioxa-2-azaspiro[3.5]nonan-7-yl)ethyl)(3-fluoro-4-methoxybenzyl)amino)benzonitrile